NCCOCC1=C(OC2=C1C=C1C(=CC(OC1=C2C)=O)C)C 3-(2-aminoethoxymethyl)-2,5,9-trimethylfuro[3,2-g]chromen-7-one